CN1N=CC(=C1)C=1C=C2CCCNC2=CN1 6-(1-methyl-1H-pyrazol-4-yl)-1,2,3,4-tetrahydro-1,7-naphthyridine